(R)-7-(6-(1-(2,2-difluoro-1-(4-fluorophenyl)propyl)-3-methyl-1H-pyrazol-4-yl)pyrazin-2-yl)-8-methoxy-[1,2,4]triazolo[1,5-a]pyridin-2-amine FC([C@@H](C1=CC=C(C=C1)F)N1N=C(C(=C1)C1=CN=CC(=N1)C1=C(C=2N(C=C1)N=C(N2)N)OC)C)(C)F